ClC=1C=CC(NN1)=O 6-chloro-3(2H)-pyridazinone